(S)-allyl 4-(4-(tert-butoxycarbonyl)-3-(cyanomethyl) piperazin-1-yl)-2-chloro-8-hydroxy-5,6-dihydroquinazoline-7-carboxylate C(C)(C)(C)OC(=O)N1[C@H](CN(CC1)C1=NC(=NC=2C(=C(CCC12)C(=O)OCC=C)O)Cl)CC#N